3-((3-(3-amino-1H-pyrazol-5-yl)naphthalen-2-yloxy)methyl)piperidine-1-carboxylic acid tert-butyl ester C(C)(C)(C)OC(=O)N1CC(CCC1)COC1=CC2=CC=CC=C2C=C1C1=CC(=NN1)N